2-[4-(2'-Methoxy-1-methyl-6-oxo-1,6-dihydro-[4,4']bipyridinyl-3-yl)-pyrazol-1-yl]-benzonitrile COC1=NC=CC(=C1)C=1C(=CN(C(C1)=O)C)C=1C=NN(C1)C1=C(C#N)C=CC=C1